COC(C1=C(C=C(C=C1)C1=NC(=CN=C1)Br)OC)=O 2-methoxy-4-(6-bromopyrazin-2-yl)benzoic acid methyl ester